1-(5-(5-((1r,4r)-4-formylcyclohexyl)-1,3,4-thiadiazol-2-yl)-4-(methylamino)pyridin-2-yl)-1H-pyrrolo[2,3-b]pyridine-5-carbonitrile C(=O)C1CCC(CC1)C1=NN=C(S1)C=1C(=CC(=NC1)N1C=CC=2C1=NC=C(C2)C#N)NC